6-amino-1-[(1S)-1-[6-(trifluoromethyl)pyridin-2-yl]ethyl]quinoxalin-2-one NC=1C=C2N=CC(N(C2=CC1)[C@@H](C)C1=NC(=CC=C1)C(F)(F)F)=O